C(C)C(CCCCC1=NNC=N1)CCCCCC1=NNC=N1 5-ethyl-3,3'-decamethylenebis(1H-1,2,4-triazole)